ClC1=C(C(=O)C=2C=NN(C2C2=C(C(=NN2C)C)C(=O)[O-])C)C=CC(=C1CN1N=C(C=C1C)C)S(=O)(=O)C 4-{2-Chloro-3-[(3,5-dimethyl-1H-pyrazol-1-yl)methyl]-4-(methylsulfonyl)benzoyl}-1-methyl-1H-pyrazol-5-yl-1,3-dimethyl-1H-pyrazol-4-carboxylat